(1-Tetradecene) carbon [C].C=CCCCCCCCCCCCC